3-oleoylglycero-1-phospho-glycerol C(CCCCCCC\C=C/CCCCCCCC)(=O)OCC(COP(=O)(O)OCC(O)CO)O